(E)-1-(4-(6-chloro-7-phenylquinazolin-4-yl)piperazin-1-yl)-4-(dimethylamino)but-2-en-1-one ClC=1C=C2C(=NC=NC2=CC1C1=CC=CC=C1)N1CCN(CC1)C(\C=C\CN(C)C)=O